Aza-Fluoren N1=CC=CC=2C3=CC=CC=C3CC12